COC1=CC=2C(=C3C(=NC2C=C1)CCC3)NC3CCN(CC3)CCOC N-{7-methoxy-1H,2H,3H-cyclopenta[b]quinolin-9-yl}-1-(2-methoxyethyl)piperidin-4-amine